COC1=NC(=NN2C1=C(C=C2)C=2C=CC1=C(N(C(=N1)C)CC(F)(F)F)C2)NC2CCC(CC2)(O)C (1R,4R)-4-((4-methoxy-5-(2-methyl-1-(2,2,2-trifluoroethyl)-1H-benzo[d]imidazol-6-yl)pyrrolo[2,1-f][1,2,4]triazin-2-yl)amino)-1-methylcyclohexan-1-ol